FC(C1=NC(=CC(=N1)N1[C@@H]([C@@H](C1)N1CCN(CC1)C(=O)OC(C)(C)C)C)F)F tert-butyl 4-((2R,3R)-1-(2-(difluoromethyl)-6-fluoropyrimidin-4-yl)-2-methylazetidin-3-yl)piperazine-1-carboxylate